((1R,3s,5S)-8-azabicyclo[3.2.1]oct-3-yl)-3-chloro-N-methyl-4-(2-(2-methylpyrido[2,3-d]pyrimidin-4-yl)cyclopropyl)benzamide [C@H]12CC(C[C@H](CC1)N2)C2=C(C(=O)NC)C=CC(=C2Cl)C2C(C2)C=2C1=C(N=C(N2)C)N=CC=C1